OC1=C(C=CC=C1)C1=CC2=C(N=N1)NC1=C2C(N(CC1)C1=NC=C(C=N1)C1CCN(CC1)CC=O)C 2-(4-(2-(3-(2-Hydroxyphenyl)-5-methyl-7,8-dihydro-5H-pyrido[3',4':4,5]pyrrolo[2,3-c]pyridazin-6(9H)-yl)pyrimidin-5-yl)piperidin-1-yl)acetaldehyde